N1=C(C=C(C=C1)C(=O)[O-])C1=NC=CC(=C1)C(=O)[O-].[Li+].[Li+] lithium 2,2'-bipyridine-4,4'-dicarboxylate